C1(CCC1)OC1=NC(=NC(=C1)C)C1=CC(=C(C(=C1)F)N1CCC(CC1)CC(=O)O)F 2-[1-[4-[4-(cyclobutoxy)-6-methyl-pyrimidin-2-yl]-2,6-difluoro-phenyl]-4-piperidinyl]acetic acid